C(C1CO1)OC1=C(N(CC2CO2)CC2CO2)C=CC=C1 (2,3-epoxypropoxy)-N,N-bis(2,3-epoxypropyl)aniline